C1(CCC1)C=1C(=NNC1)I cyclobutyl-3-iodopyrazole